C(C)(=O)NCCN1N=CC2=CC(=C(C=C12)C=1C=2C=NN(C2C=CC1)CC(=O)NCC(=O)NCC(=O)O)F (2-{2-[1'-(2-acetamidoethyl)-5'-fluoro-[4,6'-biindazol]-1-yl]acetamido}acetamido)acetic acid